NC1CCN(CC1)C=1N=C(C2=C(N1)C=NC(=C2)Cl)NCC=2SC=CC2 2-(4-Aminopiperidin-1-yl)-6-chloro-N-(thiophen-2-ylmethyl)pyrido[3,4-d]pyrimidin-4-amine